1-(4-amino-1,2,5-oxadiazol-3-yl)-N'-(2-hydroxy-3-methoxybenzylidene)-1H-1,2,3-triazole-4-carbohydrazide NC=1C(=NON1)N1N=NC(=C1)C(=O)NN=CC1=C(C(=CC=C1)OC)O